2-iodo-3-phenylimidazo[1,2-a]pyridine-7-carboxylic acid methyl ester COC(=O)C1=CC=2N(C=C1)C(=C(N2)I)C2=CC=CC=C2